1,3-diglycidyl-5-β-bromoallyl-5-sec-butyl-barbituric acid C(C1CO1)N1C(=O)N(C(=O)C(C1=O)(C(C)CC)CC(=C)Br)CC1CO1